4-(2-chlorophenyl)quinazoline-2-carboxylic acid ClC1=C(C=CC=C1)C1=NC(=NC2=CC=CC=C12)C(=O)O